FC(C1C(CNC1)C(=O)N)(F)F 4-(trifluoromethyl)pyrrolidin-3-carboxamid